tert-butyl N-{5-[(diethylamino)methyl]-1,3,4-thiadiazol-2-yl}carbamate C(C)N(CC)CC1=NN=C(S1)NC(OC(C)(C)C)=O